P(=O)(O)(O)OC[C@@H]1[C@H]([C@H](C(O1)OC(C=1C(N)=CC=CC1)=O)O)O 5-Phosphoribosyl-anthranilate